C(C1=CC=CC=C1)N(C1=NC(=NN2C1=CC=C2C2C(CN(CC2)C(=O)OC(C)(C)C)F)Cl)C(=O)OC(C)(C)C tert-butyl 4-(4-(benzyl(tert-butoxycarbonyl)amino)-2-chloropyrrolo[2,1-f][1,2,4]triazin-7-yl)-3-fluoropiperidine-1-carboxylate